NC\C=C(\CN1N=NC2=C1C=C(C=C2C2=C(C=CC(=C2)S(N(CC)CC)(=O)=O)OC)C(=O)NC)/F (Z)-1-(4-amino-2-fluorobut-2-en-1-yl)-4-(5-(N,N-diethylsulfamoyl)-2-methoxyphenyl)-N-methyl-1H-benzo[d][1,2,3]triazole-6-carboxamide